NC=1N=C(C2=C(N1)C=CC=N2)N[C@@](CNC(=O)C2=NOC(=C2)C)(CCCC)C (R)-N-(2-((2-aminopyrido[3,2-d]pyrimidin-4-yl)amino)-2-methylhexyl)-5-methylisoxazole-3-carboxamide